5-allyl-6-phenyl-2-thiouracil C(C=C)C=1C(NC(NC1C1=CC=CC=C1)=S)=O